CC1=NOC=C1CN1CC[C@@H](N2C1=NC(=CC2=O)N2[C@@H](COCC2)C)C(F)(F)F (R)-9-(3-Methyl-isoxazol-4-ylmethyl)-2-((R)-3-methyl-morpholin-4-yl)-6-trifluoromethyl-6,7,8,9-tetrahydro-pyrimido[1,2-a]-pyrimidin-4-one